benzenesulfonic acid 2,4-dichlorophenoxy ester ClC1=C(OOS(=O)(=O)C2=CC=CC=C2)C=CC(=C1)Cl